ClC1=C(C=C(C=C1)C#N)C=1NC2=CC(=C(C(=C2C(C1)=O)F)C1=CC(=NC=C1)C(=O)N(C)C)F 4-(2-(2-chloro-5-cyanophenyl)-5,7-difluoro-4-oxo-1,4-dihydroquinolin-6-yl)-N,N-dimethylpicolinamide